S1C(=CC=C1)C=1OC=CN1 2-thiophen-2-yl-oxazol